ClC1=NC(=CC(=N1)OCC#C)C(F)(F)F 2-chloro-4-(prop-2-yn-1-yloxy)-6-(trifluoromethyl)pyrimidine